NCCNC(\C=C\C1=CC=C(C2=C1C=C(O2)C2=CC(=C(C=C2)O)O)O)=O (E)-N-(2-aminoethyl)-3-(2-(3,4-dihydroxyphenyl)-7-hydroxybenzofuran-4-yl)acrylamide